COC(C1=C(C(=C(C=C1)OCCOCC1=CC=CC=C1)F)Br)=O 4-(2-(benzyloxy)ethoxy)-2-bromo-3-fluorobenzoic acid methyl ester